C(C)(C)(C)C=1C=C(COP(=O)([O-])[O-])C=C(C1O)C(C)(C)C.[Ni+2] nickel 3,5-di-t-butyl-4-hydroxybenzyl-phosphate